[C@H](C)(CC)[C@@H]1N(CC2=C(NC1=O)C=CC=C2)/C(/NC)=N/C#N (S,E)-3-((S)-sec-butyl)-N'-cyano-N-methyl-2-oxo-1,2,3,5-tetrahydro-4H-benzo[e][1,4]diazepine-4-carboximidamide